4-(ethoxycarbonyl)-1,2-phenylene bis(2,2-dimethylpropanoate) CC(C(=O)OC1=C(C=C(C=C1)C(=O)OCC)OC(C(C)(C)C)=O)(C)C